3-[(5R)-5-isopropyl-1-cyclohexen-1-yl]Propionaldehyde C(C)(C)[C@@H]1CCC=C(C1)CCC=O